(R)-diphenylprolinol C1(=CC=CC=C1)[C@@]1(N(CCC1)C1=CC=CC=C1)CO